FC=1C=C2C(=C(/C(/C2=CC1)=C/C1=CC=C(C=C1)S(=O)(=O)C1=CC=C(C=C1)F)C)CC(=O)O 2-[(1Z)-5-fluoro-1-{[4-(4-fluorobenzenesulfonyl)phenyl]methylene}-2-methyl-1H-inden-3-yl]acetic acid